1-(2-Fluoro-6-methyl-phenyl)-azetidin-3-ol FC1=C(C(=CC=C1)C)N1CC(C1)O